octadec-dien-1-amine C(=CC=CCCCCCCCCCCCCCC)N